FC1=C(N=CC2=C1N=C(N=C2N2CC1(C(NC(N1)=O)=O)CCC2)OCC21CCCN1CCC2)C2=CC=CC1=CC=CC(=C21)CO 7-(8-fluoro-2-((hexahydro-1H-pyrrolizin-7a-yl)methoxy)-7-(8-(hydroxymethyl)naphthalen-1-yl)pyrido[4,3-d]pyrimidin-4-yl)-1,3,7-triazaspiro[4.5]decane-2,4-dione